Methyl-(2,2,2-trifluoro-1-(2-fluoro-2'-hydroxy-5'-((4-methylpiperazin-1-yl)sulfonyl)-[1,1'-biphenyl]-4-yl)ethyl)-L-leucine CN([C@@H](CC(C)C)C(=O)O)C(C(F)(F)F)C1=CC(=C(C=C1)C1=C(C=CC(=C1)S(=O)(=O)N1CCN(CC1)C)O)F